[Cu](Cl)Cl.C(CCCCC)=N hexaanimine copper dichloride